C1(=CC=CC=C1)C1=C(C(=CC=C1)C1=CC=CC=C1)NC=1C=C(C=C(C1)NC1=C(C=CC=C1C1=CC=CC=C1)C1=CC=CC=C1)C1=CC(=CC(=C1)C(C)(C)C)C(C)(C)C N3,N5-di([1,1':3',1''-terphenyl]-2'-yl)-3',5'-di-tert-butyl-[1,1'-biphenyl]-3,5-diamine